CC1(CC2(OCCO2)CCC1(C)C)C 7,7,8,8-tetramethyl-1,4-dioxaspiro[4.5]decane